C(C1=CC=CC=C1)N1C(C(CC1)C1(CCC1)O)=O benzyl-3-(1-hydroxycyclobutyl)pyrrolidin-2-one